Cl.N[C@H](C(=O)N1[C@@H]([C@H]2C([C@H]2C1)(C)C)C(=O)NC(C(C(=O)O)O)CC1CC1)C(C)(C)C 3-((1R,2S,5S)-3-((S)-2-amino-3,3-dimethylbutanoyl)-6,6-dimethyl-3-azabicyclo[3.1.0]hexane-2-carboxamido)-4-cyclopropyl-2-hydroxybutanoic acid hydrochloride